1,2trans-dimethylcyclohexane C[C@H]1[C@@H](CCCC1)C